C1(CC1)C1=C(C=C(C=N1)C1=CC(=C2C(=N1)N=C(N2)C=2N=CC(=NC2)N2CCCCC2)N(C)CC2(CCCC2)COCC)C(F)(F)F 1-(5-{5-[6-Cyclopropyl-5-(trifluoromethyl)pyridin-3-yl]-7-[{[1-(ethoxymethyl)cyclopentyl]methyl}(methyl)amino]-1H-imidazo[4,5-b]pyridin-2-yl}pyrazin-2-yl)piperidin